6'-((1H-pyrazolo[3,4-d]pyrimidin-4-yl)amino)-8'-chloro-2'H-spiro[cyclohexane-1,3'-imidazo[1,5-a]pyridine]-1',5'-dione N1N=CC=2C1=NC=NC2NC2=CC(=C1N(C2=O)C2(NC1=O)CCCCC2)Cl